(R)-1-methyl-N'-(3-methyl-2-oxopyrrolidine-3-carbonyl)-2-oxo-4-((4-(trifluoromethyl)phenyl)amino)-1,2-dihydropyridine-3-carbohydrazide CN1C(C(=C(C=C1)NC1=CC=C(C=C1)C(F)(F)F)C(=O)NNC(=O)[C@]1(C(NCC1)=O)C)=O